trans-6-(6-chloro-4-(octahydropyrazino[2,1-c][1,4]oxazin-6-yl)pyridin-2-yl)-N-methylpyrimidine-4-carboxamide hydrochloride Cl.ClC1=CC(=CC(=N1)C1=CC(=NC=N1)C(=O)NC)[C@@H]1CNC[C@@H]2COCCN21